C(#N)C=1C=C(C=CC1)C=1C=C2C=CN(C2=C(C1)C(=O)NCC1=CC=C(C(=O)O)C=C1)CC1=CC=C(C=C1)C(F)(F)F 4-((5-(3-cyanophenyl)-1-(4-(trifluoromethyl)benzyl)-1H-indole-7-carboxamido)methyl)benzoic acid